ClC1=C(C=C(C=C1)N1CC2(C3=NC=CC=C31)CC(C2)=C)F 1'-(4-chloro-3-fluorophenyl)-3-methylene-1',2'-dihydrospiro[cyclobutane-1,3'-pyrrolo[3,2-b]pyridine]